C(=O)O.N[C@@H]1C[C@H](CC1)C(=O)NCCNC(C1=C(C=C(C=C1)NC=1C=2N(C=CN1)C(=CN2)C=2C(=NN(C2)CC#N)C(F)(F)F)CC)=O N-(2-((1S,3S)-3-aminocyclopentane-1-carboxamido)ethyl)-4-((3-(1-(cyanomethyl)-3-(trifluoromethyl)-1H-pyrazol-4-yl)imidazo[1,2-a]pyrazin-8-yl)amino)-2-ethylbenzamide formate